ClC1=CC2=C(N=N1)N(C=C2)CC(=O)OC(C)(C)C Tert-butyl 2-{3-chloro-7H-pyrrolo[2,3-c]pyridazin-7-yl}acetate